[Co].[Si].[Co] cobalt-silicon-cobalt